tert-butyl ((3S,6S,10aS)-3-((6S,7R)-7-cyano-6-(3-chlorophenyl)-4-azaspiro[2.4]heptane-4-carbonyl)-5-oxodecahydropyrrolo[1,2-a]azocin-6-yl)carbamate C(#N)[C@@H]1[C@H](CN(C12CC2)C(=O)[C@@H]2CC[C@H]1N2C([C@H](CCCC1)NC(OC(C)(C)C)=O)=O)C1=CC(=CC=C1)Cl